N-{2-[(1E)-2-(hydroxycarbamoyl)eth-1-en-1-yl]phenyl}-2-[(3-methoxypyridin-4-yl)oxy]benzamide ONC(=O)/C=C/C1=C(C=CC=C1)NC(C1=C(C=CC=C1)OC1=C(C=NC=C1)OC)=O